(2S)-4-Methyl-2-pentanol CC(C[C@H](C)O)C